C1(=CC=CC=C1)C1=NC(=NC(=N1)C1=CC=CC=C1)C=1C=C(C(=C(C#N)C1)F)F 5-(4,6-diphenyl-1,3,5-triazin-2-yl)-2,3-difluorobenzonitrile